C(C)OC(C1=NC(=CC=C1N(C(C)=O)C)I)=O 6-iodo-3-(N-methylacetamido)picolinic acid ethyl ester